3-ethyl-3-fluoroazetidine C(C)C1(CNC1)F